N1CCCCCCCCCC1 azacycloundecan